CC1(OC(CC1)C(=CC)C)C 2,2-dimethyl-5-(1-methyl-1-propenyl)tetrahydrofuran